Ethyl 2-(1,5,6,7,8,9-hexahydroimidazo[4',5':4,5]benzo[1,2-d]azepin-2-yl)acetate N1C(=NC2=CC3=C(CCNCC3)C=C21)CC(=O)OCC